3-(Cyclopropylethynyl)benzoic acid C1(CC1)C#CC=1C=C(C(=O)O)C=CC1